BrC1=C(C=O)C(=CC(=C1I)C)F 2-bromo-6-fluoro-3-iodo-4-methyl-benzaldehyde